N-tert-butyl-N'-tetradecyl-3-tetradecylamino-propionamidine C(C)(C)(C)NC(CCNCCCCCCCCCCCCCC)=NCCCCCCCCCCCCCC